(S)-9-amino-9-(4-chloro-5-(2-methoxyquinolin-3-yl)-1H-imidazol-2-yl)nonan-3-one N[C@@H](CCCCCC(CC)=O)C=1NC(=C(N1)Cl)C=1C(=NC2=CC=CC=C2C1)OC